C(C1=CC=CC=C1)OC(=O)N([C@@H](C(=O)OC)CC1=CC=C(C=C1)F)CCNC(=O)OC(C)(C)C methyl (2R)-2-[benzyloxycarbonyl-[2-(tert-butoxycarbonylamino)ethyl]amino]-3-(4-fluorophenyl)propanoate